OC1(COC1)C1=CC=C(C=C1)C[C@@H]1CC[C@H](CC1)C(=O)OC methyl trans-4-[[4-(3-hydroxyoxetan-3-yl)phenyl]methyl]cyclohexanecarboxylate